1-(6-(4-cyanophenyl)-5-methyl-2-phenylpyridin-3-yl)-3-((1R,2R)-6,7-difluoro-2-hydroxy-4,4-dimethyl-1,2,3,4-tetrahydronaphthalen-1-yl)urea C(#N)C1=CC=C(C=C1)C1=C(C=C(C(=N1)C1=CC=CC=C1)NC(=O)N[C@H]1[C@@H](CC(C2=CC(=C(C=C12)F)F)(C)C)O)C